tert-butyl (S)-(2-((4-(6-((4-chloro-2-fluorobenzyl)oxy)pyridin-2-yl)piperidin-1-yl)methyl)-3-(oxetan-2-ylmethyl)-3H-imidazo[4,5-b]pyridin-6-yl)carbamate ClC1=CC(=C(COC2=CC=CC(=N2)C2CCN(CC2)CC2=NC=3C(=NC=C(C3)NC(OC(C)(C)C)=O)N2C[C@H]2OCC2)C=C1)F